C[N+]1=C(NC=C1)C Dimethyl-imidazolium